1-fluoro-2-(5-methyl-1H-indazol-4-yl)-12-(methylthio)-5a,6,7,8,9,10-hexahydro-5H-4-oxa-3,10a,11,13,14-pentaaza-6,9-methanonaphtho[1,8-ab]heptalene-14-carboxylate FC1=C2N=C(N=C3C2=C(OCC2C4CCC(CN32)N4C(=O)[O-])N=C1C1=C4C=NNC4=CC=C1C)SC